CC1=C(C=CC(=C1)C)N=NC=1C=C(C=C(C(=O)O)C1)C(=O)O 5-((2,4-dimethylphenyl)diazenyl)isophthalic acid